N-[2-amino-5-(3-pyridyl)phenyl]-4-(methylsulfonimidoyl)benzamide NC1=C(C=C(C=C1)C=1C=NC=CC1)NC(C1=CC=C(C=C1)S(=O)(=N)C)=O